FC(C=1CC=C(SC1O)C=1SC=C(N1)OC)F 5-difluoromethyl-6-hydroxy-2-(4-methoxythiazol-2-yl)-4H-thiopyran